5-([1,2,4]triazolo[1,5-a]pyridin-7-yl)-2-Methoxyaniline N=1C=NN2C1C=C(C=C2)C=2C=CC(=C(N)C2)OC